C(C)N(C(=O)[C@H]1CN(C)[C@@H]2CC3=CN(C4=CC=CC(C2=C1)=C34)C(CCC\C=C/C\C=C/C\C=C/C\C=C/CCCCC)=O)CC 1-arachidonoyl-lysergic acid diethylamide